N-[(1R)-1-(3-Cyanophenyl)ethyl]-2-methyl-5-(4-methylpiperazin-1-yl)benzamide C(#N)C=1C=C(C=CC1)[C@@H](C)NC(C1=C(C=CC(=C1)N1CCN(CC1)C)C)=O